(R)-2-((1-(3-(4-chlorophenyl)-2-cyano-7-methylquinoxalin-5-yl)ethyl)amino)benzoic acid ClC1=CC=C(C=C1)C=1C(=NC2=CC(=CC(=C2N1)[C@@H](C)NC1=C(C(=O)O)C=CC=C1)C)C#N